C(C(=C)C)(=O)OCCC[Si](OC)(CCCOC(C(=C)C)=O)CCCOC(C(=C)C)=O tris(γ-methacryloyloxypropyl)methoxysilane